tert-butyl (2S)-2-[4-bromo-2-(4-ethoxy-4,5-dihydroisoxazol-3-yl)phenoxy]-3-methylbutanoate BrC1=CC(=C(O[C@H](C(=O)OC(C)(C)C)C(C)C)C=C1)C1=NOCC1OCC